C(C)(C)(C)OC(=O)N1C[C@@H](C[C@@H](C1)C)OCCOC=1C=C(C=C2C=C(C(N(C12)C)=O)OCC(=O)NC)NC1=NC(=NC=C1Cl)Cl (3R,5S)-3-[2-[[6-[(2,5-dichloropyrimidin-4-yl)amino]-1-methyl-3-[2-(methylamino)-2-oxo-ethoxy]-2-oxo-8-quinolinyl]oxy]ethoxy]-5-methyl-piperidine-1-carboxylic acid tert-butyl ester